C1=CCOS1(=O)=O 1-propen-1,3-sultone